O1N=C(C=C1)CN1C=NC=2C=NC=3C=CC=CC3C21 1,2-oxazol-3-ylmethyl-1H-imidazo[4,5-c]quinoline